Nitrogen Methylpyrrolidone CN1C(CCC1)=O.[N]